2-(3-chlorophenyl)-5-methoxy-8,8-dimethyl-4H,8H-pyrano[2,3-f]chromen-4-one ClC=1C=C(C=CC1)C1=CC(C=2C(=C3C=CC(OC3=CC2OC)(C)C)O1)=O